N1-((3-(4,4-dimethylcyclohexyl)-1H-pyrazol-4-yl)methyl)-N1-methylethane-1,2-diamine trifluoroacetate FC(C(=O)O)(F)F.CC1(CCC(CC1)C1=NNC=C1CN(CCN)C)C